P(=O)(=O)C1=C2C=CC=NC2=CC=C1 5-phosphoquinoline